1-(1-bromoethyl)-2-fluoro-3-(trifluoromethoxy)benzene BrC(C)C1=C(C(=CC=C1)OC(F)(F)F)F